2-(2,6-dioxopiperidin-3-yl)-5-((4-(5-(trifluoromethyl)pyridin-2-yl)piperazin-1-yl)methyl)isoindoline-1,3-dione O=C1NC(CCC1N1C(C2=CC=C(C=C2C1=O)CN1CCN(CC1)C1=NC=C(C=C1)C(F)(F)F)=O)=O